C1(=C(C=CC=C1)C1=C(C2=C(SC3=C2C=CC=C3)C=C1)C1=C(C(=C(C=C1)C1=C(C=CC=C1)F)C1=C(C=CC=C1)F)C1=NN=NC=C1)C1=CC=CC=C1 (biphenylyl)[bis(fluorophenyl)triazinylphenyl]Dibenzothiophene